NC1=NC=C(C2=C1C(=NN2C(C)C)C2=CC(=C(C=C2F)NS(=O)(=O)C2=C(C=C(C=C2)F)F)F)C2CCC(CC2)NCCOC N-(4-(4-amino-1-isopropyl-7-((1r,4r)-4-((2-methoxyethyl)amino)cyclohexyl)-1H-pyrazolo[4,3-c]pyridin-3-yl)-2,5-difluorophenyl)-2,4-difluorobenzenesulfonamide